2-(6-amino-4-chloro-1H-pyrazolo[3,4-d]pyrimidin-1-yl)-N-(1-ethyl-3-methyl-1H-pyrazol-5-yl)acetamide NC1=NC(=C2C(=N1)N(N=C2)CC(=O)NC2=CC(=NN2CC)C)Cl